4-(1-cyclobutyl-1H-benzo[d]imidazol-2-yl)-3-ethyl-6-methoxybenzene-1,2-diol C1(CCC1)N1C(=NC2=C1C=CC=C2)C=2C(=C(C(=C(C2)OC)O)O)CC